ethyl 5-((1r,3r)-3-(((6-fluoroisoquinolin-5-yl)methyl)amino)cyclobutoxy)-2-(trifluoromethyl)benzoate FC=1C(=C2C=CN=CC2=CC1)CNC1CC(C1)OC=1C=CC(=C(C(=O)OCC)C1)C(F)(F)F